C1(=CC=CC=C1)N(C(=O)[C@H]1N(CCC1)C(=O)OCC1=CC=CC=C1)C1=CC=CC=C1 (S)-benzyl 2-(diphenylcarbamoyl)pyrrolidine-1-carboxylate